4-tert-butyl-2,5-dimethyl-anisole C(C)(C)(C)C1=CC(=C(C=C1C)OC)C